(S)-2-amino-2-(4-fluorophenyl)cyclohexan-1-one N[C@]1(C(CCCC1)=O)C1=CC=C(C=C1)F